NCC(=O)NCC(=O)N[C@H](C(=O)NCC(=O)N[C@H]1CO[C@H]2[C@@H]1OC[C@@H]2NC(OC(C)(C)C)=O)CC2=CC=CC=C2 tert-butyl ((3S,3aR,6S,6aR)-6-(2-((S)-2-(2-(2-aminoacetamido)acetamido)-3-phenylpropanamido)acetamido)-hexahydrofuro[3,2-b]furan-3-yl)carbamate